3-Methyl-3-penten-1-yne CC(C#C)=CC